CNC(ON1C(CCC1=O)=O)=O 2,5-dioxopyrrolidin-1-yl methylcarbamate